Cl.FC(C=1C(=C(C=CC1)[C@@H](C)N)F)F (1R)-1-[3-(difluoromethyl)-2-fluoro-phenyl]ethanamine HCl salt